O1CCN(C2=C1C=CC=C2)NC(=O)C=2C=NC1=C(C=CC=C1C2N2CCOCC2)C2=NC(=CN=C2)F N-(2,3-dihydro-1,4-benzoxazin-4-yl)-8-(6-fluoropyrazin-2-yl)-4-morpholino-quinoline-3-carboxamide